N-[(3S)-2,6-dioxo-3-piperidyl]-2-fluoro-benzamide O=C1NC(CC[C@@H]1NC(C1=C(C=CC=C1)F)=O)=O